2,4-dichloro-6-cyclopentylpyrimidine ClC1=NC(=CC(=N1)Cl)C1CCCC1